F[C@@H]1C[C@@]2(CCCN2C1)COC=1N=C(C2=C(N1)C(=C(N=C2)Cl)F)N2C[C@H]1CC[C@@H](C2)N1C(=O)OC(C)(C)C tert-butyl (1R,5S)-3-(2-{[(2R,7aS)-2-fluoro-hexahydropyrrolizin-7a-yl] methoxy}-7-chloro-8-fluoropyrido[4,3-d]pyrimidin-4-yl)-3,8-diazabicyclo[3.2.1]octane-8-carboxylate